CC1(CN(C1)C(CC=1C=C2CCC(NC2=CC1)C1=CC=CC=C1)=O)C 1-(3,3-dimethylazetidine-1-yl)-2-(2-phenyl-1,2,3,4-tetrahydroquinoline-6-yl)ethane-1-one